(R)-2-(3-chlorophenyl)-2,2-difluoro-1-phenylethyl ((2S)-1-(((2S)-4-(cyclopropylamino)-3-hydroxy-4-oxo-1-((S)-2-oxopyrrolidin-3-yl)butan-2-yl)amino)-4-methyl-1-oxopentan-2-yl)carbamate C1(CC1)NC(C([C@H](C[C@H]1C(NCC1)=O)NC([C@H](CC(C)C)NC(O[C@@H](C(F)(F)C1=CC(=CC=C1)Cl)C1=CC=CC=C1)=O)=O)O)=O